NC(C(=O)O)CCNCS(=O)(=O)O 2-amino-4-sulfomethylaminobutyric acid